5-(4-[2-[3-([[2,6-dimethoxy-4-(2-methyl-1-oxo-2,7-naphthyridin-4-yl)phenyl]methyl](methyl)amino)propoxy]ethyl]piperazin-1-yl)-2-(2,6-dioxopiperidin-3-yl)isoindole-1,3-dione COC1=C(C(=CC(=C1)C1=CN(C(C2=CN=CC=C12)=O)C)OC)CN(CCCOCCN1CCN(CC1)C=1C=C2C(N(C(C2=CC1)=O)C1C(NC(CC1)=O)=O)=O)C